BrC=1C=C2C(C(NC2=C(C1)C)=O)=O 5-bromo-7-methylindole-2,3-dione